4-chloro-3-(5-fluoropyrimidin-2-yl)benzaldehyde ClC1=C(C=C(C=O)C=C1)C1=NC=C(C=N1)F